FC=1C=2N(C=C(C1)NC(=O)C=1N=CC(=NC1)N1C([C@@H](CC1)NC(OC(C)(C)C)=O)=O)C=C(N2)C tert-butyl N-[(3R)-1-[5-[(8-fluoro-2-methyl-imidazo[1,2-a]pyridin-6-yl)carbamoyl]pyrazin-2-yl]-2-oxo-pyrrolidin-3-yl]carbamate